2-[4-(3-Fluoropropyl)phenyl]-4,4,5,5-tetramethyl-1,3,2-dioxaborolane FCCCC1=CC=C(C=C1)B1OC(C(O1)(C)C)(C)C